3-(benzyloxy)-N-(pyridin-4-yl)thiophene-2-carboxamide C(C1=CC=CC=C1)OC1=C(SC=C1)C(=O)NC1=CC=NC=C1